N-(2-methoxy-4-methyl-5-(4-(4-((6-(trifluoromethyl)pyridazin-3-yl)oxy)phenyl)piperidine-1-carbonyl)phenyl)-1-phenylmethanesulfonamide COC1=C(C=C(C(=C1)C)C(=O)N1CCC(CC1)C1=CC=C(C=C1)OC=1N=NC(=CC1)C(F)(F)F)NS(=O)(=O)CC1=CC=CC=C1